2-(6-bromo-2-pyridyl)-5-(trifluoromethyl)-2,3-dihydro-1-benzofuran BrC1=CC=CC(=N1)C1OC2=C(C1)C=C(C=C2)C(F)(F)F